4-Chloro-N-[2-[(4-Chlorophenyl)Methyl]-3-Oxo-1,2,4-Thiadiazol-5-Yl]Benzamide Sodium Salt [Na].ClC1=CC=C(C(=O)NC2=NC(N(S2)CC2=CC=C(C=C2)Cl)=O)C=C1